C(C)OC(=O)N1CCN(CCC1)C1CCC(CC1)(C1=CC=C(C=C1)OC)C#N 4-[4-cyano-4-(4-methoxyphenyl)cyclohexyl]-1,4-diazepan-1-carboxylic acid ethyl ester